(S)-(11-fluoro-2-(piperidin-3-ylamino)-5,6,7,8-tetrahydropyrimido[4',5':3,4]cyclohepta[1,2-b]indol-9-yl)dimethylphosphine oxide FC1=CC=2C3=C(NC2C(=C1)P(C)(C)=O)CCCC1=C3N=C(N=C1)N[C@@H]1CNCCC1